N,N'-Dicycloheptylcarbodiimid C1(CCCCCC1)N=C=NC1CCCCCC1